OC1CCC(CC1)NCCCOC=1C(=C(C=CC1)C1=C(C(=CC=C1)OCCCN1C[C@@H](CC1)O)C)C (R)-1-(3-((3'-(3-(((1r,4r)-4-hydroxycyclohexyl)amino)propoxy)-2,2'-dimethyl-[1,1'-biphenyl]-3-yl)oxy)propyl)pyrrolidin-3-ol